4-(1-((6-((6-azaspiro[3.4]octan-6-yl)methyl)imidazo[1,2-a]pyridin-2-yl)methyl)-1H-1,2,3-triazol-4-yl)-6-iodo-1H-indazole C1CCC12CN(CC2)CC=2C=CC=1N(C2)C=C(N1)CN1N=NC(=C1)C1=C2C=NNC2=CC(=C1)I